NC(C(=O)O)(CCCCB(O)O)C1CCN(CC1)CCCC1=CC(=CC(=C1)F)Cl 2-amino-6-borono-2-(1-(3-(3-chloro-5-fluorophenyl)propyl)piperidin-4-yl)hexanoic acid